C(#N)C(C)S(=O)(=O)N(C)C1=C(C(=CC=C1)CC=1C(OC2=CC(=CC=C2C1C)OC1=NC=CC=C1F)=O)F 1-Cyano-N-[2-fluoro-3-[[7-[(3-fluoro-2-pyridinyl)oxy]-4-methyl-2-oxo-chromen-3-yl]methyl]phenyl]-N-methyl-ethanesulfonamide